N-acetylanthranilic acid-3,3,5-trimethylcyclohexyl ester CC1(CC(CC(C1)C)OC(C=1C(NC(C)=O)=CC=CC1)=O)C